tert-butyl (3R)-3-[(5-amino-1,3,4-thiadiazol-2-yl)oxy]pyrrolidine-1-carboxylate NC1=NN=C(S1)O[C@H]1CN(CC1)C(=O)OC(C)(C)C